ClC=1C(=NC(=NC1)C=C)C1OCCCC1 5-chloro-4-(tetrahydro-2H-pyran-2-yl)-2-vinylpyrimidine